C(CCCCCCCCCI)I 1,10-decandiyldiiodide